ClC=1C=C(N)C=C(C1OC=1C=C2C(=NN(C2=CC1)COCC[Si](C)(C)C)C)Cl 3,5-dichloro-4-((3-methyl-1-((2-(trimethylsilyl)ethoxy)methyl)-1H-indazol-5-yl)oxy)aniline